dimethyl-biphenyl-4,4'-diol CC=1C(=C(C=CC1O)C1=CC=C(C=C1)O)C